C(C1=CC=CC=C1)OC1=C(C=O)C=C(C=C1)Cl 2-benzyloxy-5-chloro-benzaldehyde